3-(((6-Chloro-2-(trifluoromethyl)quinolin-4-yl)amino)methyl)-3-(3-fluoro-1H-pyrazol-1-yl)azetidine-1-sulfonamide ClC=1C=C2C(=CC(=NC2=CC1)C(F)(F)F)NCC1(CN(C1)S(=O)(=O)N)N1N=C(C=C1)F